N-{3-[4-(2-Methoxyethoxy)piperidin-1-yl]-2,2-dimethyl-3-oxopropyl}-4H,5H,6H,7H,8H,9H-cycloocta[b]thiophene-2-carboxamide COCCOC1CCN(CC1)C(C(CNC(=O)C1=CC2=C(S1)CCCCCC2)(C)C)=O